1,1,1-trifluoro-2-(7-methoxy-3-(6-((R)-piperidin-3-ylamino)pyrazin-2-yl)imidazo[1,2-a]pyridin-6-yl)propan-2-ol FC(C(C)(O)C=1C(=CC=2N(C1)C(=CN2)C2=NC(=CN=C2)N[C@H]2CNCCC2)OC)(F)F